FC=1C=C(C=C(C1)F)C1=C2C(=NN1C)[C@H]1CCC[C@@H](C2)N1C(=O)C=1C=C2C=CC=NC2=CC1 ((5S,9R)-3-(3,5-Difluorophenyl)-2-methyl-4,5,6,7,8,9-hexahydro-2H-5,9-epiminocycloocta[c]pyrazol-10-yl)(quinolin-6-yl)methanone